ClCC1=CC(=NO1)C1CCCCC1 5-(chloromethyl)-3-cyclohexylisoxazole